C(#N)C1N(CC(C1)(F)F)C(C[C@]1(CC=CC2=CC=CC=C12)C(=O)N)=O (S)-α-(2-(2-cyano-4,4-difluoropyrrolidin-1-yl)-2-oxoethyl)-1-naphthamide